3-(5-(2-(1H-Imidazol-1-yl)acetyl)-2-isopropoxyphenyl)-2-(4-(2-(4-chlorophenoxy)acetyl)piperazine-1-carbonyl)quinazolin-4(3H)-one N1(C=NC=C1)CC(=O)C=1C=CC(=C(C1)N1C(=NC2=CC=CC=C2C1=O)C(=O)N1CCN(CC1)C(COC1=CC=C(C=C1)Cl)=O)OC(C)C